FC1=CC=C(C=C1)C=1C=C2C=CC(=C(C2=CC1)N1C=C(C2=CC=CC=C12)C)O 6-(4-Fluorophenyl)-1-(3-methyl-1H-indol-1-yl)naphthalen-2-ol